N[C@H](C(=O)OCC)C ethyl (2S)-2-aminopropanoate